2-(4-(4-fluorophenyl)-1H-1,2,3-triazol-1-yl)-1-(4-methoxyphenyl)ethane-1-ol FC1=CC=C(C=C1)C=1N=NN(C1)CC(O)C1=CC=C(C=C1)OC